C(=O)=[CH+] carbonyl-carbenium